NC1=NC=CC(=C1)C1=CC=C2C(=N1)N(C(=N2)C)C2=CC(=C(C=C2)N2CCN(CC2)C=2C=CC(=NC2)N2CCC(CC2)C#N)F (5-(4-(4-(5-(2-aminopyridin-4-yl)-2-methyl-3H-imidazo[4,5-b]pyridin-3-yl)-2-fluorophenyl)piperazin-1-yl)pyridin-2-yl)piperidine-4-carbonitrile